tert-butyl (1-(4-(trifluoromethyl)phenyl)-2,3,4,5-tetrahydro-1H-benzo[b]azepin-3-yl)carbamate FC(C1=CC=C(C=C1)N1C2=C(CCC(C1)NC(OC(C)(C)C)=O)C=CC=C2)(F)F